C1(CC1)[C@@H]1NC2=C(C(N(C=3C=CC(=CC23)NC2=NC(=NC=C2F)N2CC(C(CC2)(F)F)CO)C)=O)OCC1(F)F (2S)-2-Cyclopropyl-10-((2-(4,4-difluoro-3-(hydroxymethyl)piperidin-1-yl)-5-fluoropyrimidin-4-yl)amino)-3,3-difluoro-7-methyl-1,2,3,4-tetrahydro-[1,4]oxazepino[2,3-c]chinolin-6(7H)-on